C1(C#CCCCCC1)OCCOCC 2-(2-(cyclooct-2-yn-1-yloxy)ethoxy)ethan